ClC1=CC=C(S1)CSC1=C(C(=NN1)C1C(N(CCC1)S(=O)(=O)N1CCCC1)C(=O)O)F 3-(5-{[(5-chlorothiophen-2-yl)methyl]sulfanyl}-4-fluoro-1H-pyrazol-3-yl)-1-(pyrrolidine-1-sulfonyl)piperidine-2-carboxylic acid